C(#N)C1=C2C[C@H](CNC2=CC=C1)[C@@H](C1=CC=CC=C1)NC[C@@H](C)C1=CC(=C(C=C1)CC(=O)O)OC |o1:21| 2-(4-((S or R)-1-(((S)-((R)-5-cyano-1,2,3,4-tetrahydroquinolin-3-yl)(phenyl)methyl)amino)propan-2-yl)-2-methoxyphenyl)acetic acid